4-amino-7-fluoro-3-methylimidazo[1,5-a]quinoxaline NC=1C=2N(C3=CC=C(C=C3N1)F)C=NC2C